(S)-5-(6-ethyl-8-fluoro-4-methyl-2-(3-methyl-4-((tetrahydro-2H-pyran-4-yl)methyl)piperazin-1-yl)quinolin-3-yl)-3-methyl-1,2,4-oxadiazole C(C)C=1C=C2C(=C(C(=NC2=C(C1)F)N1C[C@@H](N(CC1)CC1CCOCC1)C)C1=NC(=NO1)C)C